2-((2-methoxy-4-(1-methyl-1H-pyrazol-5-yl)phenyl)amino)-4-(neopentylamino)-7H-pyrrolo[2,3-d]pyrimidine-5-carbonitrile COC1=C(C=CC(=C1)C1=CC=NN1C)NC=1N=C(C2=C(N1)NC=C2C#N)NCC(C)(C)C